2,3-dimethylbutan-1-on CC(C=O)C(C)C